FC1=C(COC2=CC=CC(=N2)C2=CC=C(C=C2)CC(=O)O)C=CC(=C1)C(F)(F)F 2-(4-(6-((2-Fluoro-4-(trifluoromethyl)benzyl)oxy)pyridin-2-yl)phenyl)acetic acid